C(\C=C/C(=O)O)(=O)C(N)CC(=O)O 3-maleyl-β-alanine